4-bromo-6-chloro-1-ethyl-5-methylindoline-2,3-dione BrC1=C2C(C(N(C2=CC(=C1C)Cl)CC)=O)=O